ethoxycarbonyloxyimino-1-phenylpropan-1-one C(C)OC(=O)ON=C(C(=O)C1=CC=CC=C1)C